N-(5,6,7,8-tetrahydro-quinolin-8-yl)-butane-1,4-diamine N1=CC=CC=2CCCC(C12)NCCCCN